(R)-N-(2-aminopropyl)-4-(7H-pyrrolo[2,3-d]pyrimidin-4-yl)-3,4-dihydro-2H-1,4-thiazine-6-carboxamide hydrochloride Cl.N[C@@H](CNC(=O)C1=CN(CCS1)C=1C2=C(N=CN1)NC=C2)C